CC1(C(N(C2=CC=CC(=C12)C=1C=CC(=C(C(=O)NC2=CC=C(C=C2)F)C1)C)CC1=NC=CC=N1)=O)C 5-(3,3-dimethyl-2-oxo-1-(pyrimidin-2-ylmethyl)indolin-4-yl)-N-(4-fluorophenyl)-2-methylbenzamide